FC(OC=1C=C(C=C(C1)F)C1=CC=C2C(N(CNC2=C1)CCOC)=O)F 7-(3-(difluoromethoxy)-5-fluorophenyl)-3-(2-methoxyethyl)-2,3-dihydroquinazolin-4(1H)-one